C1(=CC=CC=C1)P(C1=C(C=CC=C1)C1=C(C=CC=C1N(C)C)N(C)C)C1=CC=CC=C1 2-diphenylphosphino-2',6'-bis(dimethylamino)-1,1'-biphenyl